6-((1S,3R)-2-(bicyclo[1.1.1]pentan-1-yl)-3-methyl-2,3,4,9-tetrahydro-1H-pyrido[3,4-b]indol-1-yl)pyridin-3-ol C12(CC(C1)C2)N2[C@@H](C=1NC3=CC=CC=C3C1C[C@H]2C)C2=CC=C(C=N2)O